sodium Dimethylcyclopentadiene diformate C(=O)[O-].C(=O)[O-].CC1(C=CC=C1)C.[Na+].[Na+]